FC=1C(=NC=2N(C1O)N=CC2C(=O)OCC)O ethyl 6-fluoro-5,7-dihydroxypyrazolo[1,5-a]pyrimidine-3-carboxylate